C(C)(C)(C)C=1C(=C(OC=2C(=NC=NC2)N2CC(C2)NC([O-])=O)C=CC1F)C(N(C(C)C)CC)=O (1-(5-(tert-butyl 2-(ethyl(isopropyl)carbamoyl)-4-fluorophenoxy)pyrimidin-4-yl)azetidin-3-yl)carbamate